NC1=NC=CC=2N1C(=NC2C2CN(CC2)C(C#CC)=O)C2=CC=C(C=N2)OC=2C=C(C#N)C=CN2 2-((6-(5-amino-1-(1-(but-2-ynoyl)pyrrolidin-3-yl)imidazo[1,5-c]pyrimidin-3-yl)pyridin-3-yl)oxy)isonicotinonitrile